6-Benzyloxy-7,7-difluoro-12,12-dimethyl-17-nitro-15-(trifluoromethyl)-19-oxa-3,4,13,18-tetrazatricyclo[12.3.1.12,5]nonadeca-1(18),2,4,8,14,16-hexaene C(C1=CC=CC=C1)OC1C2=NN=C(C=3C(=CC(=C(NC(CCC=CC1(F)F)(C)C)N3)C(F)(F)F)[N+](=O)[O-])O2